C(C)(C)(C)OC(=O)N1CC(CC1)CCNCCCCCCCCCCCCCC tert-Butyl-3-(2-(tetradecylamino)ethyl)pyrrolidine-1-carboxylate